COCOC1=C(C=CC=C1)C1=CC2=C(N=N1)NC1=C2C(N(CC1)C1CCC(CC1)CO)C 1-(S)-(4-(3-(2-(methoxymethoxy)phenyl)-5-methyl-7,8-dihydro-5H-pyrido[3',4':4,5]pyrrolo[2,3-c]pyridazin-6(9H)-yl)cyclohexyl)methanol